C(CCC(=O)OC(C)Cl)(=O)OC(C)(C)C t-butyl (1-chloroethyl) succinate